O1CC(C2=C1C=CC=C2)NC(=O)[C@@H]2CC[C@H]1N2C([C@H](CN(CC1)C(NC)=O)NC([C@H](C)N(C(OC(C)(C)C)=O)C)=O)=O tert-butyl ((2S)-1-(((5S,8S,10aR)-8-((2,3-dihydrobenzofuran-3-yl)carbamoyl)-3-(methylcarbamoyl)-6-oxodecahydropyrrolo[1,2-a][1,5]diazocin-5-yl)amino)-1-oxopropan-2-yl)(methyl)carbamate